BrCC1=NC2=CC(=CC=C2C=C1)N1CCNCC1 bromomethyl-7-piperazinyl-quinoline